(2-(4-(3-((dimethylamino)methyl)phenyl)-1H-imidazol-2-yl)piperidin-1-yl)-2-(methylthio)propan-1-one CN(C)CC=1C=C(C=CC1)C=1N=C(NC1)C1N(CCCC1)C(C(C)SC)=O